3-Chloro-6,7-dihydro-5H-pyrido[3,2-c]pyrimido[5',4':4,5]pyrrolo[1,2-a]azepine-12-amine ClC=1C=CC=2C=3N(CCCC2N1)C1=C(C3)C(=NC=N1)N